OC=1C(=NC=NC1C)C(=O)O 5-hydroxy-6-methylpyrimidine-4-carboxylic acid